C1=C(C=CC2=CC3=CC=CC=C3C=C12)C(=O)NCC(=O)N1[C@@H](C[C@@](C1)(COC)F)C(=O)N[C@H](C)C=1SC=C(C1)C(N)=N (2S,4R)-1-[2-(anthracen-2-ylformamido)acetyl]-N-[(1R)-1-(4-carbamimidoylthiophen-2-yl)ethyl]-4-fluoro-4-(methoxymethyl)pyrrolidine-2-carboxamide